(RS)-4-Cyclopropyl-methoxy-N-(4-morpholin-2-yl-phenyl)-benzamid C1(CC1)C1=CC(=C(C(=O)NC2=CC=C(C=C2)[C@@H]2CNCCO2)C=C1)OC |r|